6-oxoadamantane-1-carboxylic acid O=C1C2CC3CC(CC1C3)(C2)C(=O)O